C(C)(C)OC(NC1=NC=NN2C1=CC=C2[C@@]2(O[C@@H]([C@H]([C@H]2O)O)COC(=O)OC(C)(C)C)C#N)=O (7-((2R,3R,4S,5R)-5-(((tert-Butoxycarbonyl)oxy)methyl)-2-cyano-3,4-dihydroxytetrahydrofuran-2-yl)pyrrolo[2,1-f][1,2,4]triazin-4-yl)carbamic acid isopropyl ester